2-(tert-Butylimino)-N,N-diethyl-1,3-dimethyl-1,3,2lambda5-diazaphosphinan-2-amine C(C)(C)(C)N=P1(N(CCCN1C)C)N(CC)CC